CN1C(NCC1C(=O)NC1=CC(=CC=2OCOC21)OC2=NC=C(C=C2)C(F)(F)F)=O 3-Methyl-2-oxo-N-(6-((5-(trifluoromethyl)pyridin-2-yl)oxy)benzo[d][1,3]dioxol-4-yl)-imidazolidine-4-carboxamide